CC1=C(C(=NC(=N1)NS(=O)(=O)C2=CC=C(C=C2)N)C)Br The molecule is a sulfonamide consisting of 5-bromo-4,6-dimethylpyrimidine with a 4-aminobenzenesulfonamido group at the 2-position. A long-acting derivative of sulfamezathine, it is used in the poultry, swine and cattle industries for the treatment of coccidiosis and various bacterial infections. It has a role as an antibacterial agent. It derives from a sulfamethazine.